rac-trans-2-ethylcyclopropane-1-carboxylic acid C(C)[C@H]1[C@@H](C1)C(=O)O |r|